S(C1=C(C(=CC(=C1)C)C(C)(C)C)O)C1=C(C(=CC(=C1)C)C(C)(C)C)O 2,2'-Thiobis(6-tert-butyl-4-methyl-phenol)